(2-methyl-6-(1-methyl-5-(((tetrahydro-2H-pyran-2-yl)oxy)methyl)-1H-1,2,3-triazol-4-yl)pyridin-3-yl)boronic acid CC1=NC(=CC=C1B(O)O)C=1N=NN(C1COC1OCCCC1)C